ClC=1C=C(C=CC1)C1=CNC=2N=CN=C(C21)N(CCC)C 5-(3-chlorophenyl)-N-methyl-N-propyl-7H-pyrrolo[2,3-d]pyrimidin-4-amine